formyltritylphosphonium chloride [Cl-].C(=O)[PH2+]C(C1=CC=CC=C1)(C1=CC=CC=C1)C1=CC=CC=C1